TRIAZOLO[4,5-D]PYRIMIDIN N1N=NC=2N=CN=CC21